N1C[C@H](CCC1)NC=1C2=C(N=CN1)C(=CC(=N2)C2=CC=C(C=C2)OC(F)(F)F)C(=O)N 4-[(3S)-piperidin-3-ylamino]-6-[4-(trifluoromethoxy)phenyl]pyrido[3,2-d]pyrimidine-8-carboxamide